3-(2-(2-amino-4,5,7,8-tetrahydro-6H-thiazolo[4,5-d]azepin-6-yl)-1,1-difluoro-2-oxoethyl)-4-fluoro-N-(4-fluoro-3-methylphenyl)benzamide NC=1SC2=C(CCN(CC2)C(C(F)(F)C=2C=C(C(=O)NC3=CC(=C(C=C3)F)C)C=CC2F)=O)N1